BrC/C=C/CN1N=C2C(N=C(N=C2OC)Cl)=C1 2-[(E)-4-bromobut-2-enyl]-5-chloro-7-methoxy-pyrazolo[4,3-d]pyrimidine